C1(CC1)C1=NC(=NO1)C=1C=C(C(=NC1)C1=NC2=C(N=NC(=C2)C(C(F)(F)F)(F)F)N1C)SCC 5-(5-cyclopropyl-1,2,4-oxadiazol-3-yl)-3-(ethylsulfanyl)-2-[7-methyl-3-(1,1,2,2,2-pentafluoroethyl)-7H-imidazo[4,5-c]pyridazin-6-yl]pyridine